mono-butyl-phenothiazine C(CCC)C1=CC=CC=2SC3=CC=CC=C3NC12